ClC(C(COC1=CC=C2C(=C3C(=NC2=C1OC)OC=C3)OC)O)(C)C 3-Chloro-1-[(4,8-dimethoxyfuro[2,3-b]quinolin-7-yl)oxy]-3-methyl-2-butanol